CN1C2(C3=CC=CC=C3C1=O)CC2 2'-methylspiro[cyclopropane-1,1'-isoindoline]-3'-one